rac-tert-butyl (2-(aminomethyl)-4-hydroxybutyl)carbamate NC[C@H](CNC(OC(C)(C)C)=O)CCO |r|